(2-amino-4-methylthiophene-3-yl)(4-chlorophenyl)methanone NC=1SC=C(C1C(=O)C1=CC=C(C=C1)Cl)C